C(C(C)C)N1N=CC(=C1C)B1OC(C(O1)(C)C)(C)C 1-isobutyl-5-methyl-4-(4,4,5,5-tetramethyl-1,3,2-dioxaborolan-2-yl)pyrazole